6-amino-1'-benzyl-3H-spiro[benzo[b][1,4]dioxine-2,4'-piperidine]-7-carboxamide NC1=CC2=C(OC3(CCN(CC3)CC3=CC=CC=C3)CO2)C=C1C(=O)N